((1R,8S,9s)-bicyclo[6.1.0]non-4-yn-9-yl)methyl (2-(3-(5-(4-acryloyl-2-oxopiperazin-1-yl)furan-2-yl)propanamido)ethyl)carbamate C(C=C)(=O)N1CC(N(CC1)C1=CC=C(O1)CCC(=O)NCCNC(OCC1[C@H]2CCC#CCC[C@@H]12)=O)=O